ClC1=C(C(=C(C=C1)C1=C(C(=NC=C1F)OC)S(=O)(=O)N)F)C=1N=CC=2N(C1)C=NC2C=2N(C=CN2)COCC[Si](C)(C)C 4-chloro-2-fluoro-3-[1-(1-[[2-(trimethylsilyl)ethoxy]methyl]imidazol-2-yl)imidazo[1,5-a]pyrazin-6-yl]phenyl-5-fluoro-2-methoxypyridine-3-sulfonamide